NC1CC2(CN(C2)C2=NC=NC=C2OC2=C(C(=O)N(C(C)C)C(C)C)C=C(C=C2)F)C1 2-((4-(6-amino-2-azaspiro[3.3]heptan-2-yl)pyrimidin-5-yl)oxy)-5-fluoro-N,N-diisopropyl-benzamide